(1s,2s,5r)-3-azabicyclo[3.1.0]hex-2-ylmethanol hydrochloride Cl.[C@H]12[C@H](NC[C@@H]2C1)CO